3-[2-[[(1S,2R,3S,4R)-3-[4-(pentylcarbamoyl)-1,3-oxazol-2-yl]-7-oxabicyclo[2.2.1]heptan-2-yl]methyl]phenyl]propanoic acid, monosodium salt [Na+].C(CCCC)NC(=O)C=1N=C(OC1)[C@H]1[C@H]([C@@H]2CC[C@H]1O2)CC2=C(C=CC=C2)CCC(=O)[O-]